1-bromo-4-fluoro-2-[(prop-2-en-1-yloxy)methyl]benzene BrC1=C(C=C(C=C1)F)COCC=C